FC1=C(C(=CC=C1)F)C1=NCC(NC=2SC=3CC(CC3C12)C(=O)OCC)=O ethyl 13-(2,6-difluorophenyl)-10-oxo-7-thia-9,12-diazatricyclo[6.5.0.02,6]trideca-1(8),2(6),12-triene-4-carboxylate